tert-Butyl ((3R,5S)-5-(((tert-butyldimethylsilyl)oxy)methyl)pyrrolidin-3-yl)carbamate [Si](C)(C)(C(C)(C)C)OC[C@@H]1C[C@H](CN1)NC(OC(C)(C)C)=O